(S)-(1-(3-([1,1'-biphenyl]-4-ylmethyl)-1,2,4-oxadiazol-5-yl)-2-(1H-indol-3-yl) ethyl) carbamate C(N)(O[C@@H](CC1=CNC2=CC=CC=C12)C1=NC(=NO1)CC1=CC=C(C=C1)C1=CC=CC=C1)=O